[N+](=O)([O-])C1=CC=C(C(=O)O[C@@H]2O[C@]([C@H]([C@H]2C2=C(C(=C(C=C2)F)F)OC)C)(C(F)(F)F)C)C=C1 (2S,3S,4S,5R)-3-(3,4-difluoro-2-methoxyphenyl)-4,5-dimethyl-5-(trifluoromethyl)tetrahydrofuran-2-yl 4-nitrobenzoate